picoline aluminum [Al].N1=C(C=CC=C1)C